N-(5-((3-cyano-6-(6-(4-methylpiperazin-1-yl)pyridin-3-yl)pyrazolo[1,5-a]pyridin-4-yl)oxy)pyridin-2-yl)acrylamide C(#N)C=1C=NN2C1C(=CC(=C2)C=2C=NC(=CC2)N2CCN(CC2)C)OC=2C=CC(=NC2)NC(C=C)=O